7,7a,8,9,10,11-hexahydropyrazino[1,2-a]pyrido[3,2-f]azepin-5(6H)-one N1=CC=CC=2C(CCC3N(C21)CCNC3)=O